ethyl (5β)-3-oxocholane-24-oate O=C1C[C@H]2CC[C@H]3[C@@H]4CC[C@H]([C@@H](CCC(=O)OCC)C)[C@]4(CC[C@@H]3[C@]2(CC1)C)C